IC=1C=C(CCN2CCC(CC2)N(C(=O)C=2OC=CC2)C2=CC=CC=C2)C=CC1 N-(1-(3-iodophenethyl)piperidin-4-yl)-N-phenylfuran-2-carboxamide